1-(oxa-cyclohexan-2-yl)-1H-indazole O1C(CCCC1)N1N=CC2=CC=CC=C12